C(C)(C)(C)OOC1(CC(CC(C1)C)(C)C)OOC(C)(C)C Bis(t-butylperoxy)-3,3,5-trimethylcyclohexane